3H-Imidazo[4,5-d][1,2,3]triazin-4,6(5H,7H)-dion N1=NNC(C2=C1NC(N2)=O)=O